OC(C1=CC=CC(=N1)C(C)(C)O)([2H])[2H] 2-(6-(hydroxymethyl-d2)pyridin-2-yl)Propan-2-ol